C(C1=CC=CC=C1)(=O)OC(C)C(C(CC)OC(C1=CC=CC=C1)=O)CC1=CC=CC=C1 3-benzyl-2,4-hexanediol dibenzoate